N[C@@H](CON1C(C2=CC=CC=C2C1=O)=O)CC1=C(C=C(C=C1)C)C |r| 2-[rac-2-amino-3-(2,4-dimethylphenyl)propoxy]isoindoline-1,3-dione